CC1=NC=CC(=C1)C1=CN=C2C=CC(=NC2=C1)C=1C(=NNC1)C1=NC(=CC=C1)C 7-(2-methyl-4-pyridyl)-2-[3-(6-methyl-2-pyridyl)-1H-pyrazol-4-yl]-1,5-naphthyridine